chlorobenzyl dimethyl phosphate P(=O)(OC(C1=CC=CC=C1)Cl)(OC)OC